5-{[cis-2-aminocyclohexyl]amino}-N-[3-(dimethylcarbamoyl)-1-methyl-1H-pyrazol-4-yl]pyrazolo[1,5-a]pyrimidine-3-carboxamide trifluoroacetate FC(C(=O)O)(F)F.N[C@@H]1[C@@H](CCCC1)NC1=NC=2N(C=C1)N=CC2C(=O)NC=2C(=NN(C2)C)C(N(C)C)=O